ClC=1C=C(C=CC1C1CC(C1)=O)NC([O-])=O [3-chloro-4-(3-oxocyclobutyl)phenyl]carbamate